Azothymidine CC1=CN(C(=O)NC1=O)[C@]2(C[C@@H]([C@H](O2)CO)O)N=N[C@@]3(C[C@@H]([C@H](O3)CO)O)N4C=C(C(=O)NC4=O)C